C(C)(C)(C)C1=NN(C=C1C#N)C1=C2C(=NC=C1)NC=C2 3-tert-Butyl-1-(1H-pyrrolo[2,3-b]pyridin-4-yl)-1H-pyrazole-4-carbonitrile